(S)-6-((4-((2-hydroxy-1-phenylethyl)amino)-5-(1,3,4-oxadiazol-2-yl)pyrimidin-2-yl)amino)-1-isopropyl-2-(methoxymethyl)-1,2-dihydro-3H-pyrazolo[3,4-b]pyridin-3-one OC[C@H](C1=CC=CC=C1)NC1=NC(=NC=C1C=1OC=NN1)NC1=CC=C2C(=N1)N(N(C2=O)COC)C(C)C